N-((2-(cyclobutylmethyl)-4-fluoro-6-(2-methoxypyridin-4-yl)phenyl)carbamoyl)-2-(1,2-dihydroxypropane-2-yl)thiazole-5-sulfinamide C1(CCC1)CC1=C(C(=CC(=C1)F)C1=CC(=NC=C1)OC)NC(=O)NS(=O)C1=CN=C(S1)C(CO)(C)O